(3R)-7-cyano-4-oxo-3,5-dihydro-2H-1,5-benzothiazepine C(#N)C=1C=CC2=C(NC(CCS2)=O)C1